2-Chloro-5-((1R,3R)-2,2-dichloro-3-(4-fluoro-3-(trifluoromethyl)phenyl)cyclopropane-1-carboxamido)-N-(3-(N-ethyl-2,2-difluoroacetamido)-2,4-difluorophenyl)benzamide ClC1=C(C(=O)NC2=C(C(=C(C=C2)F)N(C(C(F)F)=O)CC)F)C=C(C=C1)NC(=O)[C@@H]1C([C@H]1C1=CC(=C(C=C1)F)C(F)(F)F)(Cl)Cl